6-nitro-1-(1,4,5,6-tetrahydropyrimidin-2-yl)-1H-benzo[d][1,2,3]triazole [N+](=O)([O-])C=1C=CC2=C(N(N=N2)C=2NCCCN2)C1